C(#N)C1=NC=CC(=C1)N1CC(CC1)C=1C=C(C(=O)NC2=CC(=CC=C2)C(F)(F)F)C=CC1C 3-(1-(2-cyanopyridin-4-yl)pyrrolidin-3-yl)-4-methyl-N-(3-(trifluoromethyl)phenyl)benzamide